CS(=O)(=O)N1CCN(CC1)C=1C=CC2=C(N=CO2)C1 5-(4-(Methylsulfonyl)piperazin-1-yl)benzo[d]oxazole